ClC=1C=C(C=C(C1)N1C(C(=C(C=C1)OC)C1=CN=CC2=CC=CC=C12)=O)CNC(C)=O N-[[3-chloro-5-[3-(4-isoquinolinyl)-4-methoxy-2-oxo-1-pyridinyl]phenyl]methyl]acetamide